N1=C(N=CC2=C1CNC2)[C@@H]2C[C@H](C2)C2=NN1C(=NC=3C(=CC=CC3C1=N2)OC)N 2-((trans)-3-(6,7-dihydro-5H-pyrrolo[3,4-d]pyrimidin-2-yl)cyclobutyl)-7-methoxy-[1,2,4]triazolo[1,5-c]quinazolin-5-amine